butyl-furan acrylate C(C=C)(=O)O.C(CCC)C=1OC=CC1